(2E,6Z)-non-2,6-dien-1-ol C(\C=C\CC\C=C/CC)O